(2R)-2-(difluoromethyl)pyrrolidine FC([C@@H]1NCCC1)F